tert-butyl (cis)-4-((5-((4-bromo-2-cyclopropyl-5-methylphenyl)amino)-1-methyl-1H-pyrazolo[4,3-b]pyridin-3-yl)oxy)cyclohexane-1-carboxylate BrC1=CC(=C(C=C1C)NC1=CC=C2C(=N1)C(=NN2C)O[C@H]2CC[C@H](CC2)C(=O)OC(C)(C)C)C2CC2